C(C)C1=CC=C(C=C1)NC=1SC=C(N1)C1=CC=C(C=C1)F 2-(4-Ethylphenylamino)-4-(4-fluorophenyl)thiazole